C(#C)C=1C(=CC=C2C=C(C=C(C12)C1=C(C=2N=C(N=C(C2C=N1)N1CCOCC(C1)C#N)OC[C@]12CCCN2C[C@@H](C1)F)F)O)F 4-(7-(8-ethynyl-7-fluoro-3-hydroxynaphthalen-1-yl)-8-fluoro-2-(((2R,7aS)-2-fluorotetrahydro-1H-pyrrolizin-7a(5H)-yl)methoxy)pyrido[4,3-d]pyrimidin-4-yl)-1,4-oxazepane-6-carbonitrile